2-chloro-N4-(4-chloro-3-(pyrrolidin-1-ylmethyl)benzyl)quinoline-3,4-diamine ClC1=NC2=CC=CC=C2C(=C1N)NCC1=CC(=C(C=C1)Cl)CN1CCCC1